4-(3,5-dichlorophenyl)-1-(4-(3,5-dichlorophenyl)-5-(isopropylthio)thiazol-2-yl)-3-methyl-1H-pyrazole-5-carboxylic acid ClC=1C=C(C=C(C1)Cl)C=1C(=NN(C1C(=O)O)C=1SC(=C(N1)C1=CC(=CC(=C1)Cl)Cl)SC(C)C)C